5,6-Diamino-4-hydroxy-2-mercaptopyrimidine NC=1C(=NC(=NC1N)S)O